5-amino-N-(3-chloro-4-fluorophenyl)-1-methyl-3-(5-(((N-methylsulfamoyl)amino)methyl)octahydropentalen-2-yl)-1H-pyrazole-4-carboxamide NC1=C(C(=NN1C)C1CC2CC(CC2C1)CNS(NC)(=O)=O)C(=O)NC1=CC(=C(C=C1)F)Cl